(8-Methoxy-2-oxo-2H-[1,3]oxazino[5,4-c][1,8]naphthyridine-1(4H)-yl)methanol COC=1C=CC=2C3=C(C=NC2N1)COC(N3CO)=O